ClC1=C(C(=NC(=N1)SC)N1C[C@@](CCC1)(O)C)F (3R)-1-(6-chloro-5-fluoro-2-methylsulfanyl-pyrimidin-4-yl)-3-methyl-piperidin-3-ol